COC1=C(C=C(C=C1)C(=O)OC)NCCC(=O)O 3-((2-methoxy-5-(methoxycarbonyl)phenyl)amino)propanoic acid